3-Bromo-2-[6-(trifluoromethyl)-[1,2,4]triazolo[1,5-a]pyrazin-2-yl]chinolin BrC=1C(=NC2=CC=CC=C2C1)C1=NN2C(C=NC(=C2)C(F)(F)F)=N1